[Br-].C(C)N1C(C=C(C=C1C)C)C N-ethyl-2,4,6-trimethylpyridine bromide